(6S,10R,13S)-6-(hydroxymethyl)-10,13-dimethyl-3-(2-(piperidin-4-yl)ethyl)dodecahydro-1H-cyclopenta[a]phenanthrene-7,17(2H,8H)-dione OC[C@@H]1C2CC(CC[C@@]2(C2CC[C@@]3(C(CCC3C2C1=O)=O)C)C)CCC1CCNCC1